COC=1C=C(CC2CN(CCC2)CC2=CN=C(S2)NC(C)=O)C=CC1 N-(5-((3-(3-methoxybenzyl)piperidin-1-yl)methyl)thiazol-2-yl)acetamide